(2S)-2-[2,5-dimethyl-4-(7-methyl-1-tetrahydropyran-2-yl-3-vinyl-pyrazolo[3,4-c]pyridin-5-yl)pyrazol-3-yl]oxy-N-methyl-propan-1-amine CN1N=C(C(=C1O[C@H](CNC)C)C=1C=C2C(=C(N1)C)N(N=C2C=C)C2OCCCC2)C